CC1=NC=C(C(=C1)C=1NC2=CC=C(C=C2C1C(C)C)C1CCN(CC1)C(C)=O)C 1-(4-(2-(2,5-dimethylpyridin-4-yl)-3-isopropyl-1H-indol-5-yl)piperidin-1-yl)ethan-1-one